((1-ethyl-1H-imidazol-5-yl) methyl)-2-((4-(5-fluoro-4-(methoxymethoxy) pyrimidin-2-yl) cyclohex-3-en-1-yl) methyl)-1H-thieno[2,3-d]imidazole-5-carboxylate C(C)N1C=NC=C1COC(=O)C1=CC2=C(N=C(N2)CC2CC=C(CC2)C2=NC=C(C(=N2)OCOC)F)S1